(S)-3-(3-((3-aminotetrahydrothiophen-3-yl)methoxy)-4-cyano-5-(methylthio)phenyl)imidazo[1,2-a]pyridine-5-carbonitrile N[C@]1(CSCC1)COC=1C=C(C=C(C1C#N)SC)C1=CN=C2N1C(=CC=C2)C#N